S1C(SCCC1)C#CC1=CC=C(C#N)C=C1 4-((1,3-dithian-2-yl))ethynyl-benzonitrile